2-cyclohexylmethoxy-1,3-propanediol C1(CCCCC1)COC(CO)CO